3-(2-Hydroxyethyl)-7-(4-((4-(methylsulfonyl)piperidin-1-yl)methyl)phenyl)-1-phenyl-3,6-dihydroimidazo[4,5-d]pyrrolo[2,3-b]pyridin-2(1H)-on OCCN1C(N(C2=C3C(=NC=C21)NC(=C3)C3=CC=C(C=C3)CN3CCC(CC3)S(=O)(=O)C)C3=CC=CC=C3)=O